FC=1C=C2CCC(C2=CC1)OC1=CC=C(C=C1)C=1N=CN(C1)C(=O)OC(C)(C)C tert-butyl 4-(4-((5-fluoro-2,3-dihydro-1H-inden-1-yl)oxy)phenyl)-1H-imidazole-1-carboxylate